N-((1-Aminoisoquinolin-6-yl)methyl)-4-methyl-5-((4-(pyrimidin-4-yl)piperazin-1-yl)methyl)thiophene-2-carboxamide NC1=NC=CC2=CC(=CC=C12)CNC(=O)C=1SC(=C(C1)C)CN1CCN(CC1)C1=NC=NC=C1